(S)-2-amino-3-[(2-nitrobenzyl)amino]propanoic acid HCl salt Cl.N[C@H](C(=O)O)CNCC1=C(C=CC=C1)[N+](=O)[O-]